4-fluoro-N'-(2-hydroxy-3-methoxybenzylidene)Benzohydrazide FC1=CC=C(C(=O)NN=CC2=C(C(=CC=C2)OC)O)C=C1